(3-(benzyloxy)-2,4-difluoro-5-(trifluoromethyl)phenyl)(4,6-dichloropyridazin-3-yl)methanone C(C1=CC=CC=C1)OC=1C(=C(C=C(C1F)C(F)(F)F)C(=O)C=1N=NC(=CC1Cl)Cl)F